furyl-propanol O1C(=CC=C1)C(CC)O